COC=1C=C(C(=O)C=2N=C(SC2)[C@H]2N(CCC2)C(=O)OC(C)(C)C)C=CC1 tert-butyl (S)-2-(4-(3-methoxybenzoyl)thiazol-2-yl)pyrrolidine-1-carboxylate